ClC1=C2C(=NC=C1)N=CN2 7-chloro-1H-imidazo[4,5-b]pyridine